CC1(O[C@H]2[C@@H](O1)[C@@H](C[C@@H]2CNC([O-])=O)N2C=C1C(CCNC=3C1=C2N=CN3)=C)C (((3aR,4R,6R,6aS)-2,2-dimethyl-6-(9-methylene-6,7,8,9-tetrahydro-2H-2,3,5,6-tetraazabenzo[cd]azulen-2-yl)tetrahydro-4H-cyclopenta[d][1,3]dioxol-4-yl)methyl)carbamate